C(C)(C)N1C[C@@H](CC1=O)C(=O)O |o1:5| (R)- or (S)-1-Isopropyl-5-oxo-pyrrolidine-3-carboxylic acid